2-(2-(cyclobutanesulfonamido)pyrimidin-4-yl)-N-(4-(6-methoxypyrazin-2-yl)phenyl)-2-methylpropanamide C1(CCC1)S(=O)(=O)NC1=NC=CC(=N1)C(C(=O)NC1=CC=C(C=C1)C1=NC(=CN=C1)OC)(C)C